Br\C(=C/C=O)\C1=CC=C(C=C1)[N+](=O)[O-] (Z)-3-bromo-3-(4-nitrophenyl)acrolein